C12CN(CC(CCC1)N2)C=2OC1=C(N2)C(=CC=C1C=1SC=CN1)CO (2-(3,9-diazabicyclo[3.3.1]nonan-3-yl)-7-(thiazol-2-yl)benzo[d]oxazol-4-yl)methanol